[Ca+2].FC(S(=O)(=O)[O-])(F)F.FC(S(=O)(=O)[O-])(F)F trifluoromethanesulfonic acid calcium salt